2-fluoro-4-((1-(5-fluoro-6-methylpyridin-3-yl)-1H-pyrazol-3-yl)oxy)phenylcarbamic acid FC1=C(C=CC(=C1)OC1=NN(C=C1)C=1C=NC(=C(C1)F)C)NC(O)=O